ClCC1=NN(C(=C1)CCC=1C=C(C=2CCCCC2C1)O)C 3-(2-(3-(chloromethyl)-1-methyl-1H-pyrazol-5-yl)ethyl)-5,6,7,8-tetrahydronaphthalen-1-ol